2-amino-3-{4-[(2-amino-3-sulfanylpropionyl)amino]phenyl}propionic acid NC(C(=O)O)CC1=CC=C(C=C1)NC(C(CS)N)=O